2,4-DIMETHYLPYRROLE-3-CARBOXYLIC ACID CC=1NC=C(C1C(=O)O)C